(S)-3-(3-(1-(4-fluorophenyl)ethoxy)-4-((2,2,2-trifluoroethyl)sulfonamido)phenyl)-5-(pyrazin-2-ylamino)-1H-pyrazole-4-carboxamide FC1=CC=C(C=C1)[C@H](C)OC=1C=C(C=CC1NS(=O)(=O)CC(F)(F)F)C1=NNC(=C1C(=O)N)NC1=NC=CN=C1